FC1=CC=C(C=C1)C1=CC(=C(C=C1)CNC(C=C)=O)C1=NN(C=C1)CCO N-((4'-fluoro-3-(1-(2-hydroxyethyl)-1H-pyrazol-3-yl)-[1,1'-biphenyl]-4-yl)methyl)acrylamide